cyclohexane 1,2-dibutyl-phthalate C(CCC)C1(C(=O)O)C(C(=O)O)(C=CC=C1)CCCC.C1CCCCC1